C1(CC1)N1CCN(CCC1)C1CCN(CC1)C1=C(C=C(C(=C1)OC)NC1=NC=NC(=C1)N1OCC[C@@H]1C1=CC(=CC=C1)OC1=CC=CC=C1)NC(C=C)=O (R)-N-(2-(4-(4-cyclopropyl-1,4-diazepan-1-yl)-piperidin-1-yl)-4-methoxy-5-((6-(3-(3-phenoxy-phenyl)isoxazolidin-2-yl)pyrimidin-4-yl)amino)-phenyl)acrylamide